[Si](=O)=O.[Si] Silicon-Silicon Dioxide